FC1=C(C=CC(=C1)C(NS(=O)(=O)CCC)=O)N1[C@@H]2C[C@H]([C@H](C1)C2)OC(=O)C=2C(=NOC2C2CC2)C2=C(C=CC=C2Cl)Cl 5-cyclopropyl-3-(2,6-dichlorophenyl)-1,2-oxazole-4-carboxylic acid (1s,4s,5r)-2-{2-fluoro-4-[(propane-1-sulfonyl) carbamoyl] phenyl}-2-azabicyclo[2.2.1]heptan-5-yl ester